BrC1=C(C=CC=C1OC)N(C(C1=CC=CC=C1)=O)O N-(2-bromo-3-methoxyphenyl)-N-hydroxybenzoamide